BrC1=C(N[C@H](C)C=2C=C(C=C3C(C(=C(OC23)N2CCC(CC2)(C)C)C)=O)C)C=C(C=C1)F 8-[(1R)-1-(2-bromo-5-fluoro-anilino)ethyl]-2-(4,4-dimethyl-1-piperidyl)-3,6-dimethyl-chromen-4-one